CC1=CC(=O)[C@H]([C@]2([C@H]1[C@H]([C@@H]3[C@]45[C@@H]2[C@H]([C@@H]([C@]([C@@]4([C@H](C(=O)O3)O)O)(OC5)CO)O)O)O)C)O The molecule is a quassinoid that is 13,20-epoxypicras-3-ene substituted by hydroxy groups at positions 1, 6, 11, 12, 14, 15 and 21 and oxo groups at positions 2 and 16. Isolated from the ethanol extract of the stem of Brucea mollis, it exhibits cytotoxic activity. It has a role as an antineoplastic agent and a plant metabolite. It is a quassinoid, a delta-lactone, an enone, an organic heteropentacyclic compound, a heptol and a secondary alpha-hydroxy ketone. It derives from a hydride of a picrasane.